1-Undecyl-2-propylpyridinium methansulfonat CS(=O)(=O)[O-].C(CCCCCCCCCC)[N+]1=C(C=CC=C1)CCC